NC1=NC(=C(C=2N1C(N(N2)CC=2N=C(OC2)C)=O)C2=CC(=NC(=C2)C)C)C2=CC=CC=C2 5-amino-8-(2,6-dimethyl-4-pyridinyl)-2-[(2-methyloxazol-4-yl)methyl]-7-phenyl-[1,2,4]triazolo[4,3-c]pyrimidin-3-one